C(N)(OC1=CC=C(C=C1)NC([C@H](C1=CC=CC=C1)N)=O)=O (S)-(4-(2-amino-2-phenylacetylamino) phenyl) carbamate